tert-butyl 2-(2-(2-isopropylphenyl)-4-(3-(methoxycarbonyl) bicyclo[1.1.1]pentane-1-carbonyl)-6-oxopiperazin-1-yl)-7-azaspiro[3.5]nonane-7-carboxylate C(C)(C)C1=C(C=CC=C1)C1N(C(CN(C1)C(=O)C12CC(C1)(C2)C(=O)OC)=O)C2CC1(C2)CCN(CC1)C(=O)OC(C)(C)C